OC1=CC=C(C=C1)C(C#N)=C(C1=CC=CC=C1)C1=CC=CC=C1 2-(4-Hydroxyphenyl)-3,3-diphenylacrylonitrile